C(C1=CC=CC=C1)(=O)[O-].FC1=C(C[N+](C)(C)C)C=C(C(=C1F)F)F 2,3,4,5-Tetrafluorobenzyltrimethylammonium benzoate